[(2R,3S,4R,5R)-5-[2-chloro-4-[(3,3-difluoro-cyclobutyl)amino]-pyrrolo[2,3-d]-pyrimidin-7-yl]-3,4-dihydroxy-tetrahydro-furan-2-yl]methoxy-methylphosphonic acid ClC=1N=C(C2=C(N1)N(C=C2)[C@H]2[C@@H]([C@@H]([C@H](O2)COCP(O)(O)=O)O)O)NC2CC(C2)(F)F